(R)-N-(2-((5-(3-(Dimethylamino)pyrrolidine-1-carbonyl)-1H-indazol-3-yl)ethynyl)phenyl)acetamide CN([C@H]1CN(CC1)C(=O)C=1C=C2C(=NNC2=CC1)C#CC1=C(C=CC=C1)NC(C)=O)C